C(C1=CC=CC=C1)ON1C(C2=CC(=C(C=C2C1)C(=O)NC[C@H]([C@H]1NCC2=CC=CC=C2C1)O)OCC)=O (benzyloxy)-6-ethoxy-N-((R)-2-hydroxy-2-((S)-1,2,3,4-tetrahydroisoquinolin-3-yl)ethyl)-1-oxoisoindoline-5-carboxamide